dibutylzinc diacetate C(C)(=O)O.C(C)(=O)O.C(CCC)[Zn]CCCC